[Co].N(=O)N(O)C1=CC=CC=C1 N-nitrosophenylhydroxylamine cobalt salt